N-[(R)-1,2,3,4-tetrahydro-1-naphthyl]-(5r,8R)-8-[1-(2-hydroxyethyl)-4-pyrazolylamino]-2-aza-2-spiro[4.5]decanecarboxamide [C@H]1(CCCC2=CC=CC=C12)NC(=O)N1CC2(CC1)CCC(CC2)NC=2C=NN(C2)CCO